1-(5-bromo-3-chloropyridin-2-yl)-2,2-difluoroethan-1-one BrC=1C=C(C(=NC1)C(C(F)F)=O)Cl